N3-[3,4,5-tris(octadecyloxy)benzoyl]-3'-tert-butyldimethylsilyldeoxythymidine C(CCCCCCCCCCCCCCCCC)OC=1C=C(C(=O)N2C(N([C@H]3C[C@](O)([C@@H](CO)O3)[Si](C)(C)C(C)(C)C)C=C(C2=O)C)=O)C=C(C1OCCCCCCCCCCCCCCCCCC)OCCCCCCCCCCCCCCCCCC